4-(2-chloropyrimidin-4-yl)-1H-pyrrole-2-carboxylic acid ClC1=NC=CC(=N1)C=1C=C(NC1)C(=O)O